malonyl-L-serine C(CC(=O)O)(=O)N[C@@H](CO)C(=O)O